4-amino-3-sulfo-1,8-naphthyridine NC1=C(C=NC2=NC=CC=C12)S(=O)(=O)O